5-(2-fluoro-3-(1-(4-fluorocyclohexyl)-1H-imidazol-4-yl)-6-hydroxyphenyl)-1,2,5-thiadiazolidin-3-one 1,1-dioxide FC1=C(C(=CC=C1C=1N=CN(C1)C1CCC(CC1)F)O)N1CC(NS1(=O)=O)=O